FC(S(=O)(=O)C1=CC=C(CN2CCC3(CN(C3)C(=O)N3CC4(C3)NC(COC4)=O)CC2)C=C1)(F)F 2-[7-(4-trifluoromethanesulfonyl-benzyl)-2,7-diazaspiro[3.5]nonane-2-carbonyl]-8-oxa-2,5-diazaspiro[3.5]nonane-6-one